BrC=1SC(=CC1CCO[Si](C)(C)C(C)(C)C)Cl 2-(2-bromo-5-chloro-3-thienyl)ethoxy-tert-butyl-dimethyl-silane